CC1=C(C=CC(=C1)C)N1N=C(C=2C=NC=3C=CC(=CC3C21)C)C2=CC(=C(C=C2)O)OC 4-[1-(2,4-dimethylphenyl)-8-methyl-1H-pyrazolo[4,3-c]quinolin-3-yl]-2-methoxyphenol